Methyl-2-(3-chloro-6,7-dihydro-5H-cyclopenta[c]pyridazine-4-carbonyl)-1-(2,4-dimethylbenzyl)hydrazine-1-carboxylate COC(=O)N(NC(=O)C=1C2=C(N=NC1Cl)CCC2)CC2=C(C=C(C=C2)C)C